CC1(C2CC3CC(CC1C3)C2)OC(COC2=C(C=CC=3C1(C4=CC=CC=C4SC23)OCCO1)OCC(=O)OC1(C2CC3CC(CC1C3)C2)C)=O (2-methyl-2-adamantyl) 2-[4'-[2-[(2-methyl-2-adamantyl)oxy]-2-oxo-ethoxy]spiro[1,3-dioxolane-2,9'-thioxanthene]-3'-yl]oxyacetate